C(C)(C)(C)OC(NCC1=CC(=C(C(=C1)F)OC(F)(F)F)F)=O (3,5-difluoro-4-(trifluoromethoxy)benzyl)carbamic acid tert-butyl ester